C[C@H](C=O)CC1=CC(=NC=C1)C(F)(F)F (S)-2-methyl-3-(2-(trifluoromethyl)pyridin-4-yl)propanal